chloroethylSodium ClCC[Na]